(5aS,6R,11bR)-14-(cyclopropylmethyl)-5a-hydroxy-10-methoxy-3-(3-(4-methyl-1H-pyrazol-1-yl)propyl)-3,4,5,5a,6,7-hexahydro-6,11b-(epiminoethano)naphtho[1,2-d]azepin-2(1H)-one C1(CC1)CN1CC[C@]23CC(N(CC[C@]2([C@H]1CC1=CC=C(C=C13)OC)O)CCCN1N=CC(=C1)C)=O